tert-butyl (S)-3-(4-(5-(6-(1-(tert-butoxy)-2-ethoxy-2-oxoethyl)-7-(4-chlorophenyl)-5-methylbenzo[d]thiazol-2-yl)-1-methyl-1H-indazol-3-yl)piperidin-1-yl)azetidine-1-carboxylate C(C)(C)(C)O[C@H](C(=O)OCC)C1=C(C2=C(N=C(S2)C=2C=C3C(=NN(C3=CC2)C)C2CCN(CC2)C2CN(C2)C(=O)OC(C)(C)C)C=C1C)C1=CC=C(C=C1)Cl